5-[(5-methylpyrazin-2-yl)amino]-2-{6-[(3S)-3-(propan-2-yl)piperazin-1-yl]pyridazin-3-yl}pyridin-3-ol dihydrochloride Cl.Cl.CC=1N=CC(=NC1)NC=1C=C(C(=NC1)C=1N=NC(=CC1)N1C[C@@H](NCC1)C(C)C)O